NC1=NN2C(N=CC(=C2C(C)OC)C(=O)OC(C)(C)C)=N1 tert-butyl 2-amino-7-(1-methoxyethyl)-[1,2,4]triazolo[1,5-a]pyrimidine-6-carboxylate